(3-(((3-((2-((6-(1,2,3-thiadiazol-5-yl)-1H-indazol-4-yl)amino)ethoxy)methyl)cyclobutyl)amino)methyl)-5-(trifluoromethoxy)phenyl)methanol S1N=NC=C1C1=CC(=C2C=NNC2=C1)NCCOCC1CC(C1)NCC=1C=C(C=C(C1)OC(F)(F)F)CO